CO[SiH](OC)OC TrimethoxySilane